Ethyl 2-(4-{[cyclopropyl(propanoyl)amino]methyl}piperidin-1-yl)-6-azaspiro[3.4]octane-6-carboxylate C1(CC1)N(C(CC)=O)CC1CCN(CC1)C1CC2(C1)CN(CC2)C(=O)OCC